MANNOSE PHOSPHATE P(=O)(O)(O)O.O=C[C@@H](O)[C@@H](O)[C@H](O)[C@H](O)CO